ClC1=C(C=C2C(=C(N(C2=C1F)C)C1=NN=C(N1)CCOC)N1C=NC=C1)OC 6-chloro-7-fluoro-3-(1H-imidazol-1-yl)-5-methoxy-2-(5-(2-methoxyethyl)-4H-1,2,4-triazol-3-yl)-1-methyl-1H-indole